C(C)(C)(C)OC(=O)N1C[C@H](CC1)C=1C=CC=C2C(=CN=CC12)N1C(N(C(CC1)=O)CC1=CC=C(C=C1)OC)=O (R)-3-(4-(3-(4-methoxybenzyl)-2,4-dioxotetrahydropyrimidine-1(2H)-yl)isoquinolin-8-yl)pyrrolidine-1-carboxylic acid tert-butyl ester